2-((2,7-Dimethyl-[1,2,4]triazolo[1,5-a]pyridin-6-yl)amino)-9-(4-ethynyltetrahydro-2H-pyran-4-yl)-7-methyl-7,9-dihydro-8H-purin-8-one CC1=NN2C(C=C(C(=C2)NC2=NC=C3N(C(N(C3=N2)C2(CCOCC2)C#C)=O)C)C)=N1